3-(4-Methoxyphenyl)-1,6-dioxaspiro[4.4]non-3-en-2-one COC1=CC=C(C=C1)C=1C(OC2(C1)OCCC2)=O